3,6-bis(trimethylsilyl)-9H-fluorene C[Si](C=1C=CC=2CC3=CC=C(C=C3C2C1)[Si](C)(C)C)(C)C